FC(CN1CC2(C1)CN(CC2(F)F)C=2C=1N(N=C(C2)C=2C(NC(NC2)=O)=O)C=CN1)F 5-(8-(2-(2,2-difluoroethyl)-8,8-difluoro-2,6-diazaspiro[3.4]octan-6-yl)imidazo[1,2-b]pyridazin-6-yl)pyrimidine-2,4(1H,3H)-dione